C1=CC=CC=2C3=CC=CC=C3N(C12)C1=CC=C(C=C1)N1C2=CC=CC=C2C=2C=C(C=CC12)N1C2=CC=CC=C2C=2C=CC=CC12 9-(4-(9H-carbazol-9-yl)phenyl)-9H-3,9'-bicarbazole